C1=CC(=CC=C1CCNC(=O)/C=C/C2=CC(=C(C=C2)O)O)O N-cis-caffeoyltyramine